3-(3,4-dimethoxyphenyl)-2,5-dimethyl-N-[(2-methylpyrimidin-4-yl)methyl]pyrazolo[1,5-a]pyrimidin-7-amine COC=1C=C(C=CC1OC)C=1C(=NN2C1N=C(C=C2NCC2=NC(=NC=C2)C)C)C